5-cyanopyridine C(#N)C=1C=CC=NC1